2-(4-chlorophenyl)-2-(2,5-dioxoimidazol-1-yl)acetic acid methyl ester COC(C(N1C(N=CC1=O)=O)C1=CC=C(C=C1)Cl)=O